7-methoxy-4-(piperazin-1-yl)quinolone COC1=CC=C2C(=CC(NC2=C1)=O)N1CCNCC1